(R)-N-(3-chloro-4-((1-methyl-1H-benzo[d]imidazol-5-yl)oxy)phenyl)-6-(hexahydropyrazino[2,1-c][1,4]oxazin-8(1H)-yl)pyrimido[5,4-d]pyrimidin-4-amine bis(2,2,2-trifluoroacetate) FC(C(=O)O)(F)F.FC(C(=O)O)(F)F.ClC=1C=C(C=CC1OC1=CC2=C(N(C=N2)C)C=C1)NC=1C2=C(N=CN1)C=NC(=N2)N2C[C@@H]1COCCN1CC2